phospho-acetone P(=O)(=O)CC(C)=O